6-((1-(1,1-difluoroethyl)cyclopropyl)ethynyl)-1-(6-fluoro-1-methylpyrido[4,3-e][1,2,4]triazolo[4,3-a]pyrimidin-5-yl)-1,2,3,5-tetrahydrobenzo[e][1,4]oxazepine FC(C)(F)C1(CC1)C#CC1=CC=CC=2N(CCOCC21)C2=NC=1N(C3=C2C(=CN=C3)F)C(=NN1)C